C(C)(=O)O.[C-]1(C=CC=C1)P.[CH-]1C=CC=C1.[Fe+2] ferrocenyl-phosphine acetate